ClC1=C(C=C2C=C(N(C2=C1)C)C1=CC=2OCCN(C2N=C1)C)C=1C=NC=C(C1)OC 7-(6-chloro-5-(5-methoxypyridin-3-yl)-1-methyl-1H-indol-2-yl)-4-methyl-3,4-dihydro-2H-pyrido[3,2-b][1,4]oxazine